C(C=C)NC(C1=CC(=C(C=C1)C=1N=NC(=CC1)N(C1CC(NC(C1)(C)C)(C)C)C)O)=O N-allyl-3-hydroxy-4-(6-(methyl(2,2,6,6-tetramethylpiperidin-4-yl)amino)pyridazin-3-yl)benzamide